BrC1=CC2=C(C(NCCC2)=O)N1 2-bromo-4,5,6,7-tetrahydropyrrolo[2,3-c]azepin-8-one